C1(=CC=C(C=C1)B(O)O)C1=CC=C(C=C1)C1=CC=CC=C1 [1,1':4',1''-terphenyl]-4-ylboronic acid